2-(3-fluoro-4-(methylsulfonyl)phenyl)-1,4-dimethyl-6-(piperidin-4-yl)-1H-benzo[d]imidazole FC=1C=C(C=CC1S(=O)(=O)C)C1=NC2=C(N1C)C=C(C=C2C)C2CCNCC2